(4-methoxyphenyl)quinoline-4-carbaldehyde COC1=CC=C(C=C1)C1=NC2=CC=CC=C2C(=C1)C=O